β-glucuronic acid methyl ester COC([C@@H]1[C@H]([C@@H]([C@H]([C@H](O)O1)O)O)O)=O